4-(2-(6-(2-chloro-4-(3-ethylureido)phenyl)-4-methyl-1,1-dioxido-1,2,6-thiadiazinane-2-yl)acetamido)adamantane-1-carboxamide ClC1=C(C=CC(=C1)NC(=O)NCC)N1CC(CN(S1(=O)=O)CC(=O)NC1C2CC3(CC(CC1C3)C2)C(=O)N)C